COC=1C=C(C2=C(C3=C(O2)C=2C=CC=CC2C=C3)C1)[N+](=O)[O-] 8-methoxy-10-nitronaphtho[1,2-b]benzofuran